CC1(CC1)C1=NOC(=N1)C(=O)[O-].[K+] potassium 3-(1-methylcyclopropyl)-1,2,4-oxadiazole-5-carboxylate